FC1=CC=C(C=C1)[C@@H]1N(C[C@H](C(C1)O)C)C(=O)C1=CC=CC=C1 [(2R,5R)-2-(4-Fluorophenyl)-4-hydroxy-5-methyl-1-piperidyl]-phenyl-methanone